C1(=CC=CC=C1)OC(=O)N1C(/C(/C2=CC(=CC=C12)Cl)=C(/O)\C=1SC(=CC1)C(C1=CC=CC=C1)=O)=O (E)-3-((5-benzoylthiophen-2-yl)(hydroxy)methylene)-5-chloro-2-oxoindoline-1-carboxylic acid phenyl ester